C(C)OC(=O)C1(CSCC1O)N1C2=NC=NC(=C2N=C1)N1CCCC1 (±)-Ethyl-4-hydroxy-3-(6-(pyrrolidin-1-yl)-9H-purin-9-yl)tetrahydrothiophene-3-carboxylate